1-{4-[bis(dimethylamino)methylsilyl]phenyl}-1-phenylethene CN(C)C(N(C)C)[SiH2]C1=CC=C(C=C1)C(=C)C1=CC=CC=C1